CC(C)C(CCC(CC)C)C 2,3,6-trimethyloctane